bis(4-hydroxy-3,5-dimethylphenyl)sulfone OC1=C(C=C(C=C1C)S(=O)(=O)C1=CC(=C(C(=C1)C)O)C)C